terephthalic acid di(4-octyl) ester CCCC(CCCC)OC(C1=CC=C(C(=O)OC(CCC)CCCC)C=C1)=O